(1R,4R)-4-(4-(((R)-1-(3-(difluoromethyl)-2-fluorophenyl)ethyl)amino)-2-methyl-8,9-dihydrofuro[2,3-h]quinazolin-6-yl)cyclohexane-1-carboxylic acid FC(C=1C(=C(C=CC1)[C@@H](C)NC1=NC(=NC2=C3C(=C(C=C12)C1CCC(CC1)C(=O)O)OCC3)C)F)F